FC(C1(CC1)C#CC=1C=C(C=C(C1)F)N(C1=NC=2N(C3=CC=C(C=C13)F)C=NN2)CC)F N-(3-((1-(difluoromethyl)cyclopropyl)ethynyl)-5-fluorophenyl)-N-ethyl-7-fluoro-[1,2,4]triazolo[4,3-a]quinazolin-5-amine